C(C(C)C)(=O)O.C(C(C)C)[Li] isobutyl-lithium isobutyrate